fluoro-diethyltryptamine FC(N(CC)CC)CC1=CNC2=CC=CC=C12